C(=O)C1=C(C(=O)O)C=C(C=C1)I 2-FORMYL-5-IODO-BENZOIC ACID